(1R,3S,4R)-2-(3-chloro-4H-thieno[3,2-b]pyrrole-5-carbonyl)-N-((S)-1-cyano-2-((S)-2-oxopyrrolidin-3-yl)ethyl)-5,5-difluoro-2-azabicyclo[2.2.2]octane-3-carboxamide ClC1=CSC2=C1NC(=C2)C(=O)N2[C@H]1CC([C@@H]([C@H]2C(=O)N[C@@H](C[C@H]2C(NCC2)=O)C#N)CC1)(F)F